ClC=1C=NN(C1)C1=C(C=C(C=C1)NC(C(C)C1=C(C=CC=C1F)F)=O)S(N)(=O)=O N-[4-(4-chloro-1H-pyrazol-1-yl)-3-sulfamoylphenyl]-2-(2,6-difluorophenyl)propanamide